2-(2-chloro-6-methylamino-purin-9-yl)(2R,3S,4R)-tetrahydrothiophen-3,4-diol ClC1=NC(=C2N=CN(C2=N1)[C@@H]1SC[C@@H]([C@@H]1O)O)NC